N1(N=CN=C1)C(=O)N1[C@@H](CCC1)C1CCNC=2N1N=C(C2C(=O)N)C2=CC=C(C=C2)OC2=CC=CC=C2 7-((S)-1-(1H-1,2,4-triazole-1-carbonyl)pyrrolidin-2-yl)-2-(4-phenoxyphenyl)-4,5,6,7-tetrahydropyrazolo[1,5-a]pyrimidine-3-carboxamide